CC(C=CCC=CCC=C)C=CCCCCCC 9-methylheptadeca-1,4,7,10-tetraen